methyl 5-{[(tert-butoxy) carbonyl] amino}-2-{2-fluoro-4-[(pyrrolidin-1-yl) methyl] phenyl}-1,3-thiazole-4-carboxylate C(C)(C)(C)OC(=O)NC1=C(N=C(S1)C1=C(C=C(C=C1)CN1CCCC1)F)C(=O)OC